(3S)-ethyl 3-(4'-cyclopropyl-4-fluoro-2',5,6'-trimethylbiphenyl-3-yl)-3-(2-(5-(2-(dimethylamino)ethyl)-2-oxo-4-(trifluoromethyl)pyridin-1(2H)-yl)-4-methylpentanamido)propanoate C1(CC1)C1=CC(=C(C(=C1)C)C1=CC(=C(C(=C1)C)F)[C@H](CC(=O)OCC)NC(C(CC(C)C)N1C(C=C(C(=C1)CCN(C)C)C(F)(F)F)=O)=O)C